N-(3-(5-chlorobenzo[d]oxazol-2-yl)phenyl)-2-(benzo[d][1,3]dioxol-5-yl)acetamide ClC=1C=CC2=C(N=C(O2)C=2C=C(C=CC2)NC(CC2=CC3=C(OCO3)C=C2)=O)C1